C1=CC=CC=2C3=CC=CC=C3C(C12)COC(=O)N[C@H](C(=O)N[C@H](C(=O)O)CCCNC(=O)N)C(C)C (2S)-2-[[(2S)-2-(9H-fluoren-9-ylmethoxycarbonyl-amino)-3-methyl-butyryl]amino]-5-ureido-pentanoic acid